Cl.Cl.FC1=C(C=CC(=C1)C1NCCOC1)C=1N=C2SC3=C(N2C1)C=CC(=C3)C(=O)NC3CCN(CC3)C 2-(2-fluoro-4-(morpholin-3-yl)phenyl)-N-(1-methylpiperidin-4-yl)benzo[d]imidazo[2,1-b]thiazole-7-carboxamide dihydrochloride